(4-aminobenzo[d]thiazol-7-yl)dimethylphosphine oxide NC1=CC=C(C2=C1N=CS2)P(C)(C)=O